trans-dimethyl citrate C(CC(O)(C(=O)[O-])CC(=O)OC)(=O)OC